BrC=1N=C(SC1)C(=O)N[C@H]1C[C@@H](N(CC1)C)C 4-bromo-N-[(2S,4R)-1,2-dimethyl-4-piperidyl]thiazole-2-carboxamide